dec-3-en-4-yl-2,2-dimethylbutyrate CCC=C(CCCCCC)OC(C(CC)(C)C)=O